Glycerol Monosorbate C(\C=C\C=C\C)(=O)OCC(O)CO